CC1(C2=CC=C(C=C2NC=2C=CC(=CC12)CN1CCNCC1)OC1=CC=CC=C1)C 9,9-dimethyl-6-phenoxy-2-(piperazin-1-ylmethyl)-9,10-dihydroacridine